[2-[(2-amino-3-chloro-4-pyridinyl)thio]-5-[(3S,4S)-4-amino-3-methyl-2-oxa-8-azaspiro[4.5]decan-8-yl]pyrimidin-4-yl]methanol NC1=NC=CC(=C1Cl)SC1=NC=C(C(=N1)CO)N1CCC2([C@@H]([C@@H](OC2)C)N)CC1